(S)-3-Methyl-7-(4-((4-(methylsulfonyl)piperidin-1-yl)methyl)phenyl)-8-phenyl-1-(tetrahydro-2H-pyran-3-yl)-3,6-dihydroimidazo[4,5-d]pyrrolo[2,3-b]pyridin-2(1H)-on CN1C(N(C2=C3C(=NC=C21)NC(=C3C3=CC=CC=C3)C3=CC=C(C=C3)CN3CCC(CC3)S(=O)(=O)C)[C@@H]3COCCC3)=O